C(C)N(CC)CC.C(C)N(CC)CC.N=1C=2N(C(NC1)=O)N=CC2 pyrazolo[1,5-a][1,3,5]triazin-4(3H)-one bis(triethylamine) salt